CC1(OB(OC1(C)C)C1=CC=C(C=C1)C1N(C2C(OC1)CCCC2)C(=O)OC(C)(C)C)C tert-butyl 3-(4-(4,4,5,5-tetramethyl-1,3,2-dioxaborolan-2-yl)phenyl)octahydro-4H-benzo[b][1,4]oxazine-4-carboxylate